NCCC=1C=CC=C2C(=NC(=NC12)NCC1=C(C(=CC=C1)Cl)F)N[C@H](C)C=1SC=CC1 (R)-8-(2-aminoethyl)-N2-(3-chloro-2-fluorobenzyl)-N4-(1-(thiophen-2-yl)ethyl)quinazoline-2,4-diamine